BrC=1C=CC(=NC1)C(CF)=O 1-(5-bromopyridin-2-yl)-2-fluoroethan-1-one